tertbutyl (R)-3-(2,3-dichloro-6-fluorophenyl)-3-(8-fluoro-3-methyl-4-oxo-3,4-dihydro-6-quinazolinylamino)-1-pyrrolidinecarboxylate ClC1=C(C(=CC=C1Cl)F)[C@]1(CN(CC1)C(=O)OC(C)(C)C)NC=1C=C2C(N(C=NC2=C(C1)F)C)=O